N1=C(C=CC=C1)[Si](C=C)(C=C)C1=NC=CC=C1 di(2-pyridyl)divinyl-silane